(1S,4S)-4-((tert-Butoxycarbonyl)amino)-2-cyclopentene-1-carboxylic acid methyl ester COC(=O)[C@@H]1C=C[C@H](C1)NC(=O)OC(C)(C)C